ClC=1C=C(C=CC1)C1=NC(=NO1)C=1C=CC(N(N1)CC=1SC(=NN1)C1=CC=C(C=C1)F)=O 6-(5-(3-chlorophenyl)-1,2,4-oxadiazol-3-yl)-2-((5-(4-fluorophenyl)-1,3,4-thiadi-azol-2-yl)methyl)pyridazin-3(2H)-one